N1(CC1)P(N1CC1)(N1CC1)=O Tri-1-aziridinylphosphine oxide